FC=1C=C(N)C=C(C1)CN1C(=NC2=NC=C(C=C21)N2C=CC=1N=CN=C(C12)OC)C 3-fluoro-5-((6-(4-methoxy-5H-pyrrolo[3,2-d]pyrimidin-5-yl)-2-methyl-1H-imidazo[4,5-b]pyridin-1-yl)methyl)aniline